O1COCC2=C1C=CC(=C2)C(C2CCNCC2)C2=CC1=C(OCOC1)C=C2 4-(bis(4H-benzo[d][1,3]dioxin-6-yl)methyl)piperidine